methyl 4-methyl-5-((1-methyl-6-((1-methyl-1H-pyrazol-4-yl)amino)-1H-pyrazolo[3,4-d]pyrimidin-3-yl)amino)thiophene-2-carboxylate CC=1C=C(SC1NC1=NN(C2=NC(=NC=C21)NC=2C=NN(C2)C)C)C(=O)OC